N-(4-cyclohexyl-Phenyl)-N-(3,3'',5''-tri-tert-butyl-1,1':4',1''-terphenyl-5-yl)-9,9-dimethyl-9H-Fluorene-2-amine C1(CCCCC1)C1=CC=C(C=C1)N(C1=CC=2C(C3=CC=CC=C3C2C=C1)(C)C)C=1C=C(C=C(C1)C1=CC=C(C=C1)C1=CC(=CC(=C1)C(C)(C)C)C(C)(C)C)C(C)(C)C